3-iodo-6-phenyl-5,6-dihydrocyclopenta[c]pyrazole IC=1C=2C(=NN1)C(CC2)C2=CC=CC=C2